(R)-2-((3,5-dicyano-4-ethyl-6-((R)-3-hydroxypyrrolidin-1-yl)pyridin-2-yl)sulfanyl)-2-phenylacetamide C(#N)C=1C(=NC(=C(C1CC)C#N)N1C[C@@H](CC1)O)S[C@@H](C(=O)N)C1=CC=CC=C1